3-chloro-N-ethyl-N-(2,2,2-trifluoro-1-(4-fluorophenyl)ethyl)imidazo[1,2-a]pyridine-2-sulfonamide ClC1=C(N=C2N1C=CC=C2)S(=O)(=O)N(C(C(F)(F)F)C2=CC=C(C=C2)F)CC